C1=CC=CC=2C3=CC=CC=C3C(C12)COC(NCC1=C(C(=CC=C1Br)Cl)SC1=NC=CN=C1C=O)=O N-[[6-bromo-3-chloro-2-(3-formylpyrazin-2-yl)thio-phenyl]methyl]carbamic acid 9H-fluoren-9-ylmethyl ester